4-bromo-2-trifluoroacetylaniline BrC1=CC(=C(N)C=C1)C(C(F)(F)F)=O